BrCC(=O)C=1C=C(C=CC1)C[C@H](C(=O)OC(C)(C)C)[C@@H]1CN(CC1)C(=O)OC(C)(C)C (3R)-tert-butyl 3-[(2S)-3-[3-(2-bromoacetyl)phenyl]-1-(tert-butoxy)-1-oxopropane-2-yl]pyrrolidine-1-carboxylate